C(C=C)(=O)N.C(\C=C/C(=O)O)(=O)O maleic acid-acrylamide